C1=CC=CC2=CC3=CC=CC=C3C(=C12)CCCCCCCCCCCS 11-(anthracen-9-yl)undecane-1-thiol